Propynoyl-L-carnitine C(C#C)(=O)[C@](O)(C[N+](C)(C)C)CC([O-])=O